tert-butyl((6-(2-fluoro-5-nitrophenoxy)hexan-2-yl)oxy)diphenylsilane C(C)(C)(C)[Si](C1=CC=CC=C1)(C1=CC=CC=C1)OC(C)CCCCOC1=C(C=CC(=C1)[N+](=O)[O-])F